C1=C(C=CC2=CC=CC=C12)P(C=1N=C2C=CC=CC2=C2C=CC=CC12)(C1=CC2=CC=CC=C2C=C1)=O Bis(naphthalen-2-yl)(phenanthridin-6-yl)phosphine oxide